C(C)(=O)OCCCCCCCCCC\C=C\CC(F)(F)F 14,14,14-Trifluoro-(E)-11-tetradecenyl acetate